(5S,8R)-N-(3-chloro-4-(trifluoromethyl)phenyl)-1-fluoro-6,7,8,9-tetrahydro-5H-5,8-epimino-cyclohepta[c]pyridine-10-carboxamide ClC=1C=C(C=CC1C(F)(F)F)NC(=O)N1[C@H]2CC[C@@H]1CC=1C(=NC=CC12)F